C(C)OC(\C(=C\C1=C(C=C(C=C1)OC)NC(C)=O)\C)=O (E)-3-(2-acetamido-4-methoxy-phenyl)-2-methyl-prop-2-enoic acid ethyl ester